FC(C(=O)O)(F)F.NCCNC1=NN2C(C=N1)=CC=C2C(=O)NC=2C(=NN(C2)CCO)C(N)=O 2-[(2-aminoethyl)amino]-N-[3-carbamoyl-1-(2-hydroxyethyl)-1H-pyrazol-4-yl]pyrrolo[2,1-f][1,2,4]triazine-7-carboxamide trifluoroacetate